5-allyl-5'-formyl-2,2'-dihydroxybiphenyl C(C=C)C=1C=CC(=C(C1)C1=C(C=CC(=C1)C=O)O)O